OCC1=CC(=NN1CC(C)(O)C)[N+](=O)[O-] 1-(5-(Hydroxymethyl)-3-nitro-1H-pyrazol-1-yl)-2-methylpropan-2-ol